N-(1-(3-cyano-6,7-dimethoxyquinolin-4-yl)azepin-4-yl)sulfamide C(#N)C=1C=NC2=CC(=C(C=C2C1N1C=CC(=CC=C1)NS(=O)(=O)N)OC)OC